2-fluoro-6-(5-methylpyridin-3-yl)aniline FC1=C(N)C(=CC=C1)C=1C=NC=C(C1)C